1,3-bis-(2,4,6-trimethylphenyl)-2-iodoimidazolium bromide [Br-].CC1=C(C(=CC(=C1)C)C)N1C(=[N+](C=C1)C1=C(C=C(C=C1C)C)C)I